C(C)(C)(C)OC(=O)N1CCC(CC1)N1C(COCC1)=O 4-(3-oxo-morpholinyl)piperidine-1-carboxylic acid tert-butyl ester